ClC1=CC=C(C=C1)CNC(=O)C=1C(=NC(=CC1CC)N1CCOCC1)CC N-[(4-Chlorophenyl)-methyl]-2,4-diethyl-6-morpholin-4-yl-pyridine-3-carboxylic acid amide